ethylene bisulfite S(O)(O)=O.C=C